(4-amino-6-(4-aminophenyl)-5-(3-fluoro-4-((6-methylpyridin-2-yl)oxy)phenyl)-5H-pyrrolo[3,2-d]pyrimidin-7-yl)dimethylphosphine oxide NC=1C2=C(N=CN1)C(=C(N2C2=CC(=C(C=C2)OC2=NC(=CC=C2)C)F)C2=CC=C(C=C2)N)P(C)(C)=O